chloromethyloxyethane ClCOCC